4-(benzyloxy)-5-bromopyridin-2-amine C(C1=CC=CC=C1)OC1=CC(=NC=C1Br)N